C(#N)C(C(=O)N1CC(CCC1)C(=O)NC)=CC1CC1 1-(2-cyano-3-cyclopropylacryloyl)-N-methylpiperidine-3-carboxamide